C(C)(=O)OCCC(C)C 3-methyl-1-butanol acetate